1-(7-fluoro-5-phenyl-6,7-dihydro-5H-pyrrolo[1,2-b][1,2,4]triazol-2-yl)propan-1-ol FC1CC(N2N=C(N=C21)C(CC)O)C2=CC=CC=C2